(R)-2-(4-(1-((6-(3-(2-ethoxyphenoxy)piperidin-1-yl)pyrazin-2-yl)amino)-2-methyl-1-oxopropan-2-yl)phenyl)-2-methylpropanoic acid C(C)OC1=C(O[C@H]2CN(CCC2)C2=CN=CC(=N2)NC(C(C)(C)C2=CC=C(C=C2)C(C(=O)O)(C)C)=O)C=CC=C1